γ-Glutamylcysteinylglycine N[C@@H](CCC(=O)N[C@@H](CS)C(=O)NCC(=O)O)C(=O)O